Methyl (S)-4-(4-methoxypiperidine-1-carbonyl)-3-methyl-2,3,4,5-tetrahydrobenzo[f][1,4]oxazepine-8-carboxylate COC1CCN(CC1)C(=O)N1[C@H](COC2=C(C1)C=CC(=C2)C(=O)OC)C